FC1=C(C(=O)[O-])C=C(C(=C1)F)F.[Li+] lithium 2,4,5-trifluorobenzoate